2-acetamido-6-bromo-N-(2-(tert-butylamino)-1-(2-chloro-5-fluorophenyl)-2-oxoethyl)-5-fluoro-N-(4-methoxybenzyl)benzo[d]thiazole-4-carboxamide C(C)(=O)NC=1SC=2C(N1)=C(C(=C(C2)Br)F)C(=O)N(CC2=CC=C(C=C2)OC)C(C(=O)NC(C)(C)C)C2=C(C=CC(=C2)F)Cl